2-(6-((1H-pyrrolo[3,2-c]pyridin-6-yl)amino)-2-(pyridin-3-yl)pyrimidin-4-yl)-N-methyl-2-azaspiro[4.5]decane-7-carboxamide N1C=CC=2C=NC(=CC21)NC2=CC(=NC(=N2)C=2C=NC=CC2)N2CC1(CC2)CC(CCC1)C(=O)NC